6-(1-(2-(2,6-dioxopiperidin-3-yl)benzyl)piperidin-4-yl)-2-(4-phenoxyphenyl)nicotinamide O=C1NC(CCC1C1=C(CN2CCC(CC2)C2=NC(=C(C(=O)N)C=C2)C2=CC=C(C=C2)OC2=CC=CC=C2)C=CC=C1)=O